6-amino-4-((3-methoxy-4-(2-methyl-2H-1,2,3-triazol-4-yl)pyridin-2-yl)amino)-N-(methyl-d3)pyridazine-3-carboxamide NC1=CC(=C(N=N1)C(=O)NC([2H])([2H])[2H])NC1=NC=CC(=C1OC)C1=NN(N=C1)C